meta-iodo-aniline IC=1C=C(N)C=CC1